C1(C=CC(N1CCCCN1C(C=CC1=O)=O)=O)=O 1,4-bismaleimidobutane